FC(CCN1C[C@@H]([C@H](CC1)NC(=O)C1=CC(=CC=2N(C=NC21)CC(F)(F)F)C#CCNC=2C(OC)=CC(=C(C2)C(NC)=O)F)C)F N-[(3S,4S)-1-(3,3-difluoropropyl)-3-methyl-4-piperidyl]-6-{3-[4-(N-methylcarbamoyl)-5-fluoro-2-anisidino]-1-propynyl}-1-(2,2,2-trifluoroethyl)-1H-1,3-benzimidazole-4-carboxamide